3-Cyano-2-isopropyl-N-(1-(1-(2-morpholinoethyl)-1H-pyrazol-4-yl)-1H-indazol-6-yl)benzamide C(#N)C=1C(=C(C(=O)NC2=CC=C3C=NN(C3=C2)C=2C=NN(C2)CCN2CCOCC2)C=CC1)C(C)C